COC1=CC=C(C=N1)NC1=NC(=CC(=N1)C1CCN(CC1)C(=O)OC(C)(C)C)C1=CC=CC=C1 tert-butyl 4-(2-((6-methoxypyridin-3-yl)amino)-6-phenylpyrimidin-4-yl)piperidine-1-carboxylate